C(C)(C)(C)OC(N[C@@H]1C[C@@H](CC1)OC=1C=NC(=C(C1C1=CC=NO1)F)C)=O ((1S,3R)-3-((5-fluoro-4-(isoxazol-5-yl)-6-methylpyridin-3-yl)oxy)cyclopentyl)carbamic acid tert-butyl ester